OC(=O)C(F)(F)F.C(CCC)N1C(C2=CN=CC=C2C(=C1)C1=CC(=C(C(=C1)F)O[C@H]1[C@@H](CN(CC1)CC1CCNCC1)F)F)=O 2-butyl-4-(3,5-difluoro-4-(((3R,4R)-3-fluoro-1-(piperidin-4-ylmethyl)piperidin-4-yl)oxy)phenyl)-2,7-naphthyridin-1(2H)-one TFA salt